Ethyl ((2E,4E)-hexa-2,4-dienoyl)-L-valinate C(\C=C\C=C\C)(=O)N[C@@H](C(C)C)C(=O)OCC